Tert-Butyl 4-ethenyl-4-[methoxy(methyl)carbamoyl]piperidine-1-carboxylate C(=C)C1(CCN(CC1)C(=O)OC(C)(C)C)C(N(C)OC)=O